(2-carboxyethylamino)-4-aminobenzenesulfonic acid C(=O)(O)CCNC1=C(C=CC(=C1)N)S(=O)(=O)O